3-((3-methylbut-3-en-1-yl)oxy)propionitrile CC(CCOCCC#N)=C